3-{7-amino-2-[(dimethylamino)methyl]-1H-indol-3-yl}-5-hydroxy-1,3-dihydro-2-benzofuran-1-one NC=1C=CC=C2C(=C(NC12)CN(C)C)C1OC(C2=C1C=C(C=C2)O)=O